2-({6-amino-1-oxo-4-[3-(thiophen-2-yl)-1H-indazol-5-yl]-2,3-dihydro-1H-isoindol-2-yl}methyl)prop-2-enamide NC1=CC(=C2CN(C(C2=C1)=O)CC(C(=O)N)=C)C=1C=C2C(=NNC2=CC1)C=1SC=CC1